1,1,1,3,3,3-hexafluoro-2-(2'-methyl-4'-((6-(methylsulfonyl)-2,6-diazaspiro[3.3]heptan-2-yl)methyl)-[1,1'-biphenyl]-4-yl)propan-2-ol FC(C(C(F)(F)F)(O)C1=CC=C(C=C1)C1=C(C=C(C=C1)CN1CC2(C1)CN(C2)S(=O)(=O)C)C)(F)F